C(C)C=1C=NN(C1C=1C=C(C(=O)OC)C=C(C1)F)C methyl 3-(4-ethyl-1-methyl-1H-pyrazol-5-yl)-5-fluorobenzoate